CC1=CC=C(C=C1)S(=O)(=O)O.C(CCC)C1=NN2C(C=C(C=C2)OC\C(\CN)=C\F)=N1 (E)-2-(((2-butyl-[1,2,4]triazolo[1,5-a]pyridin-7-yl)oxy)methyl)-3-fluoroprop-2-en-1-amine 4-methylbenzenesulfonate